C(=O)C1=CC=C2C(=CN(C2=C1)C1CCNCC1)C=1C=C(C#N)C=CC1 3-(6-formyl-1-(piperidin-4-yl)-1H-indol-3-yl)benzonitrile